C(C)(C)C1=C(C=CC=C1)N(C(=O)C1CC2(CN(C2)C(=O)OC(C)(C)C)C1)C tert-butyl 6-((2-isopropylphenyl)(methyl) carbamoyl)-2-azaspiro[3.3]heptane-2-carboxylate